Cl.BrC1=CC=CC=2C=3N(C(=NC12)[C@@](N)(C)C(=O)NCCN1CCNCC1)N=C(N3)C=3C=NN(C3)C 2-[7-bromo-2-(1-methyl-1H-pyrazol-4-yl)[1,2,4]triazolo[1,5-c]quinazolin-5-yl]-N-[2-(piperazin-1-yl)ethyl]-D-alaninamide hydrochloride